neopentanoyl chloride C(C(C)(C)C)(=O)Cl